7-chloro-2-[4-(1-methyl-4-pyridin-4-yl-1H-pyrazol-3-yl)-phenoxymethyl]-quinoline hydrochloride Cl.ClC1=CC=C2C=CC(=NC2=C1)COC1=CC=C(C=C1)C1=NN(C=C1C1=CC=NC=C1)C